1-(2-(((6-amino-3-(trifluoromethyl)pyridazin-4-yl)oxy)methyl)-6-cyclopropylimidazo[1,2-a]pyridin-8-yl)-3-methylimidazolidine-2,4-dione NC1=CC(=C(N=N1)C(F)(F)F)OCC=1N=C2N(C=C(C=C2N2C(N(C(C2)=O)C)=O)C2CC2)C1